N-ethyl-N-(pyridin-2-yl)cyanamide C(C)N(C#N)C1=NC=CC=C1